3-bromoethyl-cyclobutane-1,1-dicarboxylic acid di-tert-butyl ester C(C)(C)(C)OC(=O)C1(CC(C1)CCBr)C(=O)OC(C)(C)C